methyl (2-nitro-4-(piperidine-1-carbonyl)phenyl)glycinate [N+](=O)([O-])C1=C(C=CC(=C1)C(=O)N1CCCCC1)NCC(=O)OC